4-cyclohexylethylcyanoethyltriethoxysilane C1CCC(CC1)CCC(C)O[Si](OCC)(OCC)CCC#N